C(C)OC(=O)C=1C=NC=2N(N1)C=CN2.C(C(=C)C)(=O)OCC(COC(CC2=CC=C(C=C2)C(C)(C)C2=CC=C(C=C2)CC(C)OCC(COC(C(=C)C)=O)O)C)O 2,2-bis[4-{2-(3-methacryloyloxy-2-hydroxypropoxy)propyl}phenyl]propane ethyl-imidazo[1,2-b][1,2,4]triazine-carboxylate